(S)-4-((3-cyanophenyl)((8-methyl-4-oxochroman-7-yl)oxy)methyl)benzamide C(#N)C=1C=C(C=CC1)[C@H](C1=CC=C(C(=O)N)C=C1)OC1=CC=C2C(CCOC2=C1C)=O